[Pd].C(CC(=O)N)(=O)N malonamide palladium